(R)-3-hydroxy-N-(3-phenyl-5-(trifluoromethyl)pyrazolo[1,5-a]pyridin-2-yl)-3-(pyridin-2-yl)butanamide O[C@@](CC(=O)NC1=NN2C(C=C(C=C2)C(F)(F)F)=C1C1=CC=CC=C1)(C)C1=NC=CC=C1